CC(C)C(=CC(C(C)C)=O)[O-] 2,6-dimethyl-5-oxohept-3-en-3-olate